tert-butyl 3-(((4-(1-(4-bromobenzoyl)-5-(pyridin-2-yl)-4,5-dihydro-1H-pyrazol-3-yl)phenyl)carbamoyl)oxy)azetidine-1-carboxylate BrC1=CC=C(C(=O)N2N=C(CC2C2=NC=CC=C2)C2=CC=C(C=C2)NC(=O)OC2CN(C2)C(=O)OC(C)(C)C)C=C1